BrC1=C(C=CC=C1)NC1=NC(=NC=C1C(=O)N)NC1=C(C=C2CCN(CC2=C1)C(C)C)OC 4-[(2-bromophenyl)amino]-2-{[6-methoxy-2-(propan-2-yl)-1,2,3,4-tetrahydroisoquinolin-7-yl]amino}pyrimidine-5-carboxamide